8-(3-(4-acryloylpiperazin-1-yl)propyl-1,1-d2)-6-(2,6-dichloro-3,5-dimethoxyphenyl)-2-((methyl-d3)amino)pyrido[2,3-d]pyrimidin-7(8H)-one C(C=C)(=O)N1CCN(CC1)CCC([2H])([2H])N1C(C(=CC2=C1N=C(N=C2)NC([2H])([2H])[2H])C2=C(C(=CC(=C2Cl)OC)OC)Cl)=O